C(C)(C)(C)OC(=O)N[C@H](CC1=CN(C2=CC=CC=C12)C)C(=O)OCCCO 3-hydroxypropyl (tert-butoxycarbonyl)-1-methyl-D-tryptophanate